N-(2-(1-((6-(2,4-dioxotetrahydropyrimidin-1(2H)-yl)pyridin-3-yl)methyl)piperidin-4-yl)-6-(2-hydroxypropan-2-yl)-2H-indazol-5-yl)-6-(trifluoromethyl)nicotinamide O=C1N(CCC(N1)=O)C1=CC=C(C=N1)CN1CCC(CC1)N1N=C2C=C(C(=CC2=C1)NC(C1=CN=C(C=C1)C(F)(F)F)=O)C(C)(C)O